C(C)(C)(C)OC(=O)N1CCC(=CC1)C1=C(C=C(C=C1)C(F)(F)F)C(=O)OCC.C(C)(C)(C)[Si](C)(C)OC1=C(C=CC(=C1)CC1=CC(=C(C(=C1)OC)OC)OC)OC Tert-butyl-(2-methoxy-5-(3,4,5-trimethoxybenzyl)phenoxy)dimethylsilane tert-Butyl-4-(2-(ethoxycarbonyl)-4-(trifluoromethyl)phenyl)-3,6-dihydropyridine-1(2H)-carboxylate